COC=1C=CC(=C2CN(C(C12)=O)CC(C(=O)N)=C)C1=CC=C2C=NN(C2=C1)C 2-{[7-methoxy-4-(1-methyl-1H-indazol-6-yl)-1-oxo-2,3-dihydro-1H-isoindol-2-yl]methyl}prop-2-enamide